N-(3-chloro-5-(methylsulfonamido)phenyl)-4-(3-fluoro-5-(6-azaspiro[2.5]octan-6-yl)pyridin-2-yl)-5-methylthiophene-2-carboxamide ClC=1C=C(C=C(C1)NS(=O)(=O)C)NC(=O)C=1SC(=C(C1)C1=NC=C(C=C1F)N1CCC2(CC2)CC1)C